FC(C=1C=C(C=CC1)C1=CC(=CC=C1)[C@@H]1NOCC1)(F)F (R)-3-(3'-(trifluoromethyl)-[1,1'-biphenyl]-3-yl)isoxazolidine